N1=C(NC2=NC=CC=C21)N[C@@H]2C[C@H](CC2)NC2=NC=C(C=N2)N2N=CC=CC2=O 2-(2-(((1S,3S)-3-((3H-Imidazo[4,5-b]pyridin-2-yl)amino)cyclopentyl)amino)pyrimidin-5-yl)pyridazin-3(2H)-one